3-(2,6-dibenzyloxy-3-pyridyl)-4-methyl-phenol C(C1=CC=CC=C1)OC1=NC(=CC=C1C=1C=C(C=CC1C)O)OCC1=CC=CC=C1